C1CCN2CC=C(CC12)C=1OC2=C(C1)C=CC=C2 (1,2,3,4,5,8-hexahydroindolizin-7-yl)-benzofuran